CN1C=NC2=C1C=C(C=C2)O 1-methyl-1H-benzo[d]imidazol-6-ol